CC1=C(N(C2=CC=CC=C12)S(=O)(=O)C1=CC=C(C)C=C1)C1=CC=CC=C1 3-Methyl-2-phenyl-1-tosyl-1H-indole